CC1=CC=C(C=C1)S(=O)(=O)OCCOCCC(=O)OC methyl 3-[2-[(4-methylbenzenesulfonyl)oxy]ethoxy]propanoate